(+)-Methyl 4-(4-(bicyclo[2.2.2]octan-2-yl)phenoxy)benzoate C12C(CC(CC1)CC2)C2=CC=C(OC1=CC=C(C(=O)OC)C=C1)C=C2